C1(CC1)[C@H]1C[C@H](N(CC1)CC1=C2C=CN(C2=C(C=C1\C=C\OCC)C)C(=O)OC(C)(C)C)C1=CC=C(C=C1)C(=O)OC tert-butyl 4-(((2S,4R)-4-cyclopropyl-2-(4-(methoxycarbonyl)phenyl)piperidin-1-yl)methyl)-5-((E)-2-ethoxyvinyl)-7-methyl-1H-indole-1-carboxylate